FC1=CC=C(C=C1)NC(=O)C1(CC1)C(=O)NC1=CC=C(OC2=CC=NC3=CC(=CC=C23)C(=O)OC)C=C1 methyl 4-[4-[[1-[(4-fluorophenyl)carbamoyl]-cyclopropanecarbonyl]-amino]phenoxy]-quinoline-7-carboxylate